N-(5-(4-(4-acryloylpiperazine-1-yl)-2-aminoquinazolin-6-yl)-2-methoxypyridine-3-yl)-2,4-difluorobenzenesulfonamide C(C=C)(=O)N1CCN(CC1)C1=NC(=NC2=CC=C(C=C12)C=1C=C(C(=NC1)OC)NS(=O)(=O)C1=C(C=C(C=C1)F)F)N